CC1(O[C@@H]([C@@H](O1)[C@@H]1OC(O[C@H]1[C@H]1OC(OC1)(C)C)(C)C)COC=1C=C(C=C(C1)OCC1[C@H](OC(O1)(C)C)C1OC(OC1C1OC(OC1)(C)C)(C)C)CCCN)C 3-(3,5-bis(((4R,4'R,4''S,5R,5'S)-2,2,2',2',2'',2''-hexamethyl-[4,4':5',4''-ter(1,3-dioxolan)]-5-yl)methoxy)phenyl)propan-1-amine